Cl.C12CN(CC(CC1)N2)C=2C=1N(N=CC2)C=C(C1)Br 4-(3,8-diazabicyclo[3.2.1]oct-3-yl)-6-bromopyrrolo[1,2-b]pyridazine hydrochloride